Dihydroxy-4-methylcoumarin CC1=CC(=O)OC2=CC(=CC(=C12)O)O